BrC1=CC2=C(C=N1)C(CN2)(C)C 6-Bromo-3,3-dimethyl-2,3-dihydro-pyrrolo[3,2-c]pyridine